(1S,9S)-8-[6-[[dimethyl(oxo)-sulfanylidene]amino]-2-pyridyl]-1,11,11-trimethyl-N-[4-(1-methyl-4-piperidyl)phenyl]-12-oxa-4,6,8-triazatricyclo[7.4.0.02,7]trideca-2,4,6-trien-5-amine CS(=O)(C)=NC1=CC=CC(=N1)N1C2=NC(=NC=C2[C@@]2(COC(C[C@H]12)(C)C)C)NC1=CC=C(C=C1)C1CCN(CC1)C